Benzyl 6-chloro-1-{2-[(3R)-3-methylpiperazin-1-yl]acetyl}-1,2-dihydrospiro[indole-3,4'-piperidine]-1'-carboxylate hydrochloride salt Cl.ClC1=CC=C2C(=C1)N(CC21CCN(CC1)C(=O)OCC1=CC=CC=C1)C(CN1C[C@H](NCC1)C)=O